C(C1=CC=CC=C1)OC(=O)N1C[C@@H](CCC1)C(=O)NC=1C2=C(N(N1)C(=O)OCC)C(N(C2)C(=O)OC(C)(C)C)(C)C 5-(tert-Butyl) ethyl (R)-3-(1-((benzyloxy)carbonyl)piperidine-3-carboxamido)-6,6-dimethyl-4,6-dihydropyrrolo[3,4-c]pyrazole-1,5-dicarboxylate